C(C)(C)C1=C(C(=CC(=C1)C(C)C)C)O 2,4-diisopropyl-6-methylphenol